4-(2-(4-methoxyphenyl)propan-2-yl)aniline COC1=CC=C(C=C1)C(C)(C)C1=CC=C(N)C=C1